7-(benzyloxy)-2-(((tetrahydro-2H-pyran-4-yl)thio)methyl)quinazolin-4(3H)-one C(C1=CC=CC=C1)OC1=CC=C2C(NC(=NC2=C1)CSC1CCOCC1)=O